C(=O)O.CC=1N=C2N(C=C(N=C2C)NC(=O)C=2C(=NC(=NC2)NC2CCNCC2)OCC)C1 N-(2,8-dimethylimidazo[1,2-a]pyrazin-6-yl)-4-ethoxy-2-(piperidin-4-ylamino)pyrimidine-5-carboxamide formate